1,5-bis(3,5-dichlorophenyl)biguanide ClC=1C=C(C=C(C1)Cl)NC(=N)NC(=N)NC1=CC(=CC(=C1)Cl)Cl